tert-butyl 4-[(1r,3r)-3-[4-(4,4,5,5-tetramethyl-1,3,2-dioxaborolan-2-yl)-3,6-dihydro-2H-pyridin-1-yl]cyclobutoxy]piperidine-1-carboxylate CC1(OB(OC1(C)C)C=1CCN(CC1)C1CC(C1)OC1CCN(CC1)C(=O)OC(C)(C)C)C